COC1=C(C=C(C=C1)OC)C1=NC2=CC=CC=C2C(=N1)NCCN1CCN(CC1)C 2-(2,5-Dimethoxyphenyl)-N-(2-(4-methylpiperazin-1-yl)ethyl)quinazolin-4-amine